FC1=CC(=C(OC=2C3=C(N=CN2)CN(CC3)C(=O)OC(C)(C)C)C=C1)C(F)(F)F tert-butyl 4-[4-fluoro-2-(trifluoromethyl) phenoxy]-5H,6H,7H,8H-pyrido[3,4-d]pyrimidine-7-carboxylate